methyl 6-(4-(tert-butoxycarbonyl)piperazine-1-yl)pyridazine-3-carboxylate C(C)(C)(C)OC(=O)N1CCN(CC1)C1=CC=C(N=N1)C(=O)OC